FC=1C=C(C2=C(C(=C(S2)C(C(F)(F)F)N)C)C1)F 1-(5,7-difluoro-3-methyl-1-benzothiophene-2-yl)-2,2,2-trifluoroethylamine